Methyl 3-(aminomethyl)cyclobutanecarboxylate Hydrochloride Salt Cl.NCC1CC(C1)C(=O)OC